2,6-difluorobenzyl ((S)-1-((3R,5'S)-5'-carbamoyl-5-chloro-2-oxospiro[indoline-3,3'-pyrrolidin]-1'-yl)-3-cyclopropyl-1-oxopropan-2-yl)carbamate C(N)(=O)[C@@H]1C[C@@]2(CN1C([C@H](CC1CC1)NC(OCC1=C(C=CC=C1F)F)=O)=O)C(NC1=CC=C(C=C12)Cl)=O